1-(3,5-dimethylpyridin-2-yl)-3,3-dimethylpiperazine dihydrochloride Cl.Cl.CC=1C(=NC=C(C1)C)N1CC(NCC1)(C)C